Methylglucose dioleate CCCCCCCC/C=C\CCCCCCCC(=O)O[C@]1([C@H]([C@H](OC([C@@]1(O)OC(=O)CCCCCCC/C=C\CCCCCCCC)(C)O)CO)O)O